2-(((trans-3-aminocyclobutyl)thio)methyl)-8-methylquinazolin-4(3H)-one N[C@@H]1C[C@H](C1)SCC1=NC2=C(C=CC=C2C(N1)=O)C